4-{4-[(1-methylcyclopropyl)amino]pyrido[3,4-d]pyrimidin-2-yl}pyridin-3-carbonitrile CC1(CC1)NC=1C2=C(N=C(N1)C1=C(C=NC=C1)C#N)C=NC=C2